hydroxypiperidinylamine ONN1CCCCC1